8-aminooctahydro-1H-pyrrolo[1,2-a][1,4]diazepin-1-one NC1CC2N(CCCNC2=O)C1